pentanyl-boric acid C(CCCC)OB(O)O